2-bromo-N-(5-(4-(isopropylsulfonyl)phenyl)-1H-pyrazolo[3,4-b]pyridin-3-yl)acetamide BrCC(=O)NC1=NNC2=NC=C(C=C21)C2=CC=C(C=C2)S(=O)(=O)C(C)C